C1(=C(C=CC=C1)C1=C2CCCC2=CC=2C=C(CC12)C)C1=CC=CC=C1 4-([1,1'-biphenyl]-2-yl)-6-methyl-1,2,3,5-tetrahydro-s-indacene